3-(2-(di-(t-butoxycarbonyl)amino)-[1,2,4]triazolo[1,5-a]pyridin-7-yl)-2,6-difluorobenzoic acid C(C)(C)(C)OC(=O)N(C1=NN2C(C=C(C=C2)C=2C(=C(C(=O)O)C(=CC2)F)F)=N1)C(=O)OC(C)(C)C